6-chloro-3-(((R)-1-(3,6-dimethyl-2-((1R,5S,6R)-6-(5-methylpyrazin-2-yl)-3-azabicyclo[3.1.0]hexan-3-yl)-4-oxo-3,4-dihydroquinazolin-8-yl)ethyl)amino)-N-(methylsulfonyl)picolinamide ClC1=CC=C(C(=N1)C(=O)NS(=O)(=O)C)N[C@H](C)C=1C=C(C=C2C(N(C(=NC12)N1C[C@H]2C([C@H]2C1)C1=NC=C(N=C1)C)C)=O)C